IC1=CC(=NC=C1C)NC(=O)[C@@H]1C[C@@H](CCC1)C(=O)NC (1S,3R)-N1-(4-iodo-5-methyl-2-pyridinyl)-N3-methyl-cyclohexane-1,3-dicarboxamide